C(C)O[SiH2]O[Si](O[Si](O[Si](O[Si](O[SiH](C)C)(C)C)(C)C)(C)C)(C)C=C 1-ethoxysiloxy-1-vinyl-1,3,3,5,5,7,7,9,9-nonamethyl-pentasiloxane